(5S)-5H,6H,7H-cyclopenta[c]pyridin-5-ol C1=NC=CC2=C1CC[C@@H]2O